C(C)(C)(C)OC(CC1CCN(CC1)C1=NC=C(C=C1)[C@@H]1C(NC(CC1)=O)=O)=O.ClC(Cl)[SiH2]C1=C(C=CC=C1)C=C |r| dichloromethyl-(2-vinylphenyl)silane rac-tert-butyl-2-(1-{5-[(3R)-2,6-dioxopiperidin-3-yl]pyridin-2-yl}piperidin-4-yl)acetate